C1(=NC=CC2=C1NC1=CC=CC=C21)C(\C=C\C2=CC(=C(C(=C2)F)F)F)=O (E)-1-(9H-pyrido[3,4-b]indol-1-yl)-3-(3,4,5-trifluorophenyl)prop-2-en-1-one